5-Bromo-2-(((tetrahydro-2H-pyran-4-yl)thio)methyl)-7-((tetrahydrofuran-3-yl)methoxy)quinazolin-4(3H)-one BrC1=C2C(NC(=NC2=CC(=C1)OCC1COCC1)CSC1CCOCC1)=O